3-phenyl-2-propenamine iodide [I-].C1(=CC=CC=C1)C=CCN